5-amino-8-(2-methylpyridin-4-yl)-7-phenylimidazo[1,2-c]pyrimidine-2-carboxamide NC1=NC(=C(C=2N1C=C(N2)C(=O)N)C2=CC(=NC=C2)C)C2=CC=CC=C2